FC1(C2(CN(C2)C2=NC(=NC(=C2)NC2=NC=CC(=C2)OC)C=2C=NN(C2)C)CCN(C1)C(C)=O)F 1-(5,5-difluoro-2-(6-((4-methoxypyridin-2-yl)amino)-2-(1-methyl-1H-pyrazol-4-yl)pyrimidin-4-yl)-2,7-diazaspiro[3.5]nonan-7-yl)ethan-1-one